C(CCCCCCCCCCCCCCCCC)OC(C(C(=O)OCCCCCCCCCCCCCCCCCC)CC1=CC(=C(C(=C1)C)O)C(C)(C)C)=O Dioctadecyl-2-(3-tert-butyl-4-hydroxy-5-methyl-benzyl)malonat